NC([C@H](CO)NC([C@H](CO[Si](C1=CC=CC=C1)(C1=CC=CC=C1)C(C)(C)C)NC(=O)C=1N=C(SC1)C1=CC=C(C=C1)NC(OCC=C)=O)=O)=O allyl (4-(4-(((S)-1-(((S)-1-amino-3-hydroxy-1-oxopropan-2-yl)amino)-3-((tert-butyldiphenylsilyl)oxy)-1-oxopropan-2-yl)carbamoyl)thiazol-2-yl)phenyl)carbamate